6-Chloro-5-(3-chloro-benzylsulfanyl)-1H-benzoimidazol ClC=1C(=CC2=C(NC=N2)C1)SCC1=CC(=CC=C1)Cl